F[B-](F)(F)F.FN(F)[S+](F)F (difluoroamino)difluorosulfonium tetrafluoroborate